tert-butyl (2R,5S)-5-[2-(4-chloro-3-fluorophenoxy)acetamido]-2-(phenylcarbamoyl)piperidine-1-carboxylate ClC1=C(C=C(OCC(=O)N[C@H]2CC[C@@H](N(C2)C(=O)OC(C)(C)C)C(NC2=CC=CC=C2)=O)C=C1)F